C1(=CC=CC=C1)C1=C(C(=C(C2=C1[Se]C1=C2C=CC=C1)C1=NN=NC(=C1C1=CC=CC=C1)C1=CC=CC=C1)C1=C(C=CC=C1)C1=CC=CC=C1)C1=CC=CC=C1 diphenyl-(biphenylyl)(diphenyltriazinyl)dibenzoselenophene